CC1=CCC(CC1)/C(=C\CC=C(C)C)/C cis-α-Bisabolene